Sodium hydroxide Tert-Butyl-2-((2-fluoro-4-iodophenyl)amino)-5-methoxy-1-methyl-1H-pyrrolo[2,3-b]pyridine-3-carboxylate C(C)(C)(C)OC(=O)C1=C(N(C2=NC=C(C=C21)OC)C)NC2=C(C=C(C=C2)I)F.[OH-].[Na+]